CC1=C(C(=NO1)C1=CC=CC=C1)C(=O)N1N=NC=2C1=NC=CC2 (5-methyl-3-phenyl-isoxazol-4-yl)-(triazolo[4,5-b]pyridin-3-yl)methanone